1,2,4-tris(4-vinyloxybutyl) trimellitate C(C=1C(C(=O)OCCCCOC=C)=CC(C(=O)OCCCCOC=C)=CC1)(=O)OCCCCOC=C